NC1=C(C(N=C2N1C(=CS2)C2=CC=C(C=C2)OC)C2=CC=C(C=C2)C#N)C#N 5-amino-7-(4-cyanophenyl)-3-(4-methoxyphenyl)-7H-thiazolo[3,2-a]pyrimidine-6-carbonitrile